valine-d N[C@@H](C(C)C)C(=O)O[2H]